Methyl-(S,E)-(7-(dimethylamino)-1,7-dioxo-1-((2-oxo-1-((4-(3,3,3-trifluoropropyl)-5H-pyrrolo[3,2-d]pyrimidin-6-yl)methyl)-1,2-dihydropyridin-3-yl)amino)hept-5-en-2-yl)carbamat COC(N[C@H](C(NC=1C(N(C=CC1)CC1=CC=2N=CN=C(C2N1)CCC(F)(F)F)=O)=O)CC\C=C\C(=O)N(C)C)=O